(Z)-2,2-Dimethyl-hex-4-enoic acid CC(C(=O)O)(C\C=C/C)C